ClC1=NC=CC(=C1)C=1C(=NN2C1CN(CC2)C(=O)OC(C)(C)C)C2=CC=C(C=C2)F tert-butyl 3-(2-chloropyridin-4-yl)-2-(4-fluorophenyl)-6,7-dihydropyrazolo[1,5-a]pyrazine-5(4H)-carboxylate